C(CCC)OC(=O)NCCCNCCCCNCCCN butoxycarbonyl-spermine